FC1=C(C(=O)O)C=C(C(=C1)Cl)Cl 2-fluoro-4,5-dichlorobenzoic acid